F[C@@H]1CN(CC[C@@H]1NC1=NN2C(C(=N1)OC)=C(C=C2)C=2C=C(C1=C(N(C(=N1)C)C(C)C)C2)F)C2(COC2)C#N 3-((3R,4S)-3-fluoro-4-((5-(4-fluoro-1-isopropyl-2-methyl-1H-benzo[d]imidazol-6-yl)-4-methoxypyrrolo[2,1-f][1,2,4]triazin-2-yl)amino)piperidin-1-yl)oxetan-3-carbonitrile